2-(1-(1-acryloylazetidin-3-yl)-8-chloro-6-fluoro-1H-[1,2,3]triazolo[4,5-c]quinolin-7-yl)-3-fluorophenylacrylate C(C=C)(=O)N1CC(C1)N1N=NC=2C=NC=3C(=C(C(=CC3C21)Cl)C2=C(C=CC=C2F)OC(C=C)=O)F